N1N=CC(=C1)NC1=NC=CC=C1 2-(Pyrazol-4-ylamino)-pyridine